C(C)OC1=C(C=CC=C1)C1=CC=C(C(=N1)C(=O)N[C@H]1CN(CC1)C)N1[C@H](C[C@H](CC1)O)C 6-(2-ethoxyphenyl)-3-[cis-4-hydroxy-2-methylpiperidin-1-yl]-N-[(3R)-1-methylpyrrolidin-3-yl]pyridine-2-carboxamide